3-Glycidyloxypropyl-ethyldiethoxysilane C(C1CO1)OCCC[Si](OCC)(OCC)CC